2-fluoro-5-((6-fluoro-4-((4-(2-methylpent-4-en-2-yl)-1H-pyrazol-1-yl)methyl)-1-(phenylsulfonyl)-1H-indol-5-yl)oxy)benzothioamide FC1=C(C(N)=S)C=C(C=C1)OC=1C(=C2C=CN(C2=CC1F)S(=O)(=O)C1=CC=CC=C1)CN1N=CC(=C1)C(C)(CC=C)C